FC1=CC2=C(N(C(N=C2N2C[C@@H](NCC2)C)=O)C2=C(C=CC=C2C)C(C)C)N=C1C1=C(C=CC=C1O)F 6-fluoro-7-(2-fluoro-6-hydroxyphenyl)-1-(2-isopropyl-6-methylphenyl)-4-((S)-3-methylpiperazin-1-yl)pyrido[2,3-d]pyrimidin-2(1H)-one